[Ti].[Al].[Cu] copper-aluminum-titanium